C(C)C=1C(=CC=C2C=C(C=C(C12)C1=C(C=2N=C(N=C(C2C=N1)N1CCCCC1)OC[C@]12CCCN2C[C@@H](C1)O)F)O)F (2R,7aS)-7a-(((7-(8-ethyl-7-fluoro-3-hydroxynaphthalen-1-yl)-8-fluoro-4-(piperidin-1-yl)pyrido[4,3-d]pyrimidin-2-yl)oxy)methyl)hexahydro-1H-pyrrolizin-2-ol